CN1N=C2C=CC=C(C2=C1)C=CC(=O)OCC ethyl 3-(2-methyl-2H-indazol-4-yl)acrylate